2-(5-fluoropyridin-2-yl)-6,7-dihydro-5H-pyrazolo[5,1-b][1,3]oxazine FC=1C=CC(=NC1)C1=NN2C(OCCC2)=C1